5-cyclopropylsulfinyl-benzothiophene-2-carboxylic acid methyl ester COC(=O)C=1SC2=C(C1)C=C(C=C2)S(=O)C2CC2